2-(5-bromo-4-methoxy-7H-pyrrolo[2,3-d]pyrimidin-7-yl)isonicotinic acid BrC1=CN(C=2N=CN=C(C21)OC)C=2C=C(C(=O)O)C=CN2